ethyl 5-(2-((3-(2,6-dioxopiperidin-3-yl)-1-methyl-1H-indazol-7-yl)oxy)-acetamido)-3-methyl-1H-pyrazole-4-carboxylate O=C1NC(CCC1C1=NN(C2=C(C=CC=C12)OCC(=O)NC1=C(C(=NN1)C)C(=O)OCC)C)=O